C(C)(C)NC1=C(NC2=CC=CC=C12)N1CCNCC1 4-[3-(isopropylamino)-2-indolyl]piperazine